tert-butyl (2-ethylhexanoyl) peroxide hexanoate C(CCCCC)(=O)O.C(C)C(C(=O)OOC(C)(C)C)CCCC